C(C)(C)(C)OC(=O)N1CC(C1)OC1=NC=C(C2=CC(=NC=C12)Cl)C(=O)OC methyl 1-((1-(tert-butoxycarbonyl)azetidin-3-yl)oxy)-6-chloro-2,7-naphthyridine-4-carboxylate